ClC=1C(=C(C=CC1)C1=CC=CC=C1)F chloro-2-fluoro-[1,1'-biphenyl]